(1R,3S,Z)-5-(2-((1R,3aS,7aR,E)-1-((2S)-1-(3-ethyl-3-hydroxypiperidin-1-yl)propane-2-yl)-7a-methyloctahydro-4H-inden-4-ylidene)ethylidene)-4-methylenecyclohexane-1,3-diol C(C)C1(CN(CCC1)C[C@@H](C)[C@H]1CC[C@H]2\C(\CCC[C@]12C)=C\C=C\1/C([C@H](C[C@@H](C1)O)O)=C)O